FC=1C=C(CC=2C=CC(=NC2)C2=NN=C3N2C=C(C=C3)C(=O)N)C=CC1 (5-(3-fluorobenzyl)pyridin-2-yl)-[1,2,4]triazolo[4,3-a]pyridine-6-carboxamide